ClC=1C=C(C=NC1OC1=CC=NC2=CC(=C(C=C12)C=1OC=NN1)OC)NC(=O)C1(CC1)C(=O)NC1=CC=C(C=C1)F 1-N'-[5-chloro-6-[7-methoxy-6-(1,3,4-oxadiazol-2-yl)quinolin-4-yl]oxypyridin-3-yl]-1-N-(4-fluorophenyl)cyclopropane-1,1-dicarboxamide